(2R,3R,4S)-2-(6-((3-chlorobenzyl)amino)-2-(prop-1-yn-1-yl)-9H-purin-9-yl)tetrahydrothiophene-3,4-diol ClC=1C=C(CNC2=C3N=CN(C3=NC(=N2)C#CC)[C@@H]2SC[C@H]([C@H]2O)O)C=CC1